N-(2-(4-(2-(dimethylamino)ethyl)piperidin-1-yl)phenethyl)-7-methyl-1H-indole CN(CCC1CCN(CC1)C1=C(CCN2C=CC3=CC=CC(=C23)C)C=CC=C1)C